(3S)-3-(2-(4,5-dimethyl-2-oxopyridin-1(2H)-yl)-4-methylpentanamido)-3-(5-(2,6-dimethylphenyl)pyridin-3-yl)propanoic acid CC1=CC(N(C=C1C)C(C(=O)N[C@@H](CC(=O)O)C=1C=NC=C(C1)C1=C(C=CC=C1C)C)CC(C)C)=O